pentadecane-5,11-diol CCCCC(CCCCCC(CCCC)O)O